[Na+].N1(CCN(CC1)CCS(=O)(=O)[O-])CCS(=O)(=O)[O-].[Na+].[Na+].N1(CCN(CC1)CCS(=O)(=O)[O-])CCS(=O)(=O)[O-] 1,4-piperazinediethanesulfonic acid-sesquisodium salt